(1R,3S,5S)-3-((2S,4S)-1-(5-fluoropyrimidin-2-yl)-2-methylpiperidin-4-yl)-8-azabicyclo[3.2.1]octan FC=1C=NC(=NC1)N1[C@H](C[C@H](CC1)C1C[C@H]2CC[C@@H](C1)N2)C